10-bromo-N-((3S,4S)-4-(3-fluorophenyl)piperidin-3-yl)-5,6-dihydropyrazolo[1,5-d]thieno[3,2-f][1,4]oxazepine-2-carboxamide BrC=1C=NN2CCOC3=C(C21)C=C(S3)C(=O)N[C@@H]3CNCC[C@H]3C3=CC(=CC=C3)F